3-(6-(4-(2-(4-(3-(4-chloro-3-cyclopropyl-1H-pyrrolo[2,3-b]pyridine-5-yl)phenyl)-3-oxopiperazin-1-yl)ethyl)piperidin-1-yl)-5-fluoro-1-oxoisoindolin-2-yl)piperidine-2,6-dione ClC1=C2C(=NC=C1C=1C=C(C=CC1)N1C(CN(CC1)CCC1CCN(CC1)C1=C(C=C3CN(C(C3=C1)=O)C1C(NC(CC1)=O)=O)F)=O)NC=C2C2CC2